5-bromo-3-(bromomethyl)picolinic acid methyl ester COC(C1=NC=C(C=C1CBr)Br)=O